prenyl-aluminum C(C=C(C)C)[Al]